C(C1=CC=CC=C1)OC1=CC2=C(C=C(C(O2)=C=O)NC(C)=O)C=C1OC N-(7-benzyloxy-6-methoxy-2-carbonyl-2H-benzopyran-3-yl)acetamide